S(=O)(=O)([O-])[O-].[Li+].[Li+] Lithium (sulfat)